C(CCC)OCCS(=O)CCOCCCC bis(2-butoxyethyl) sulfoxide